COCC[O-].[Li+] lithium 2-methoxyethoxide